2-amino-6-borono-2-(3-(3-phenylazetidin-1-yl)propyl)hexanoic acid NC(C(=O)O)(CCCCB(O)O)CCCN1CC(C1)C1=CC=CC=C1